(1R,2R,3S,4S,5R,6S)-6-methoxy-1,2,3,4,5-cyclohexanpentaol COC1[C@@H]([C@H](C([C@H]([C@H]1O)O)O)O)O